2-(3,5-dichlorophenyl)-N4-(piperidin-4-yl)-5-(1-(piperidin-4-yl)-1H-pyrazol-4-yl)pyrimidine-2,4-diamine ClC=1C=C(C=C(C1)Cl)C1(NC=C(C(=N1)NC1CCNCC1)C=1C=NN(C1)C1CCNCC1)N